N(=[N+]=[N-])CCCCCCO[C@H]1[C@@H]([C@H]([C@@H]([C@H](O1)CO)O[C@@H]1O[C@@H]([C@@H]([C@@H]([C@H]1O)O)O)CO)O)O (2S,3R,4S,5R,6R)-2-(((2R,3S,4R,5R,6R)-6-((6-azidohexyl)oxy)-4,5-dihydroxy-2-(hydroxymethyl)tetrahydro-2H-pyran-3-yl)oxy)-6-(hydroxymethyl)tetra-hydro-2H-pyran-3,4,5-triol